2-amino-4,6-dibromo-3-fluorobenzoic acid NC1=C(C(=O)O)C(=CC(=C1F)Br)Br